S1C(CCC1)SOSC1SCCC1 tetrahydrothienyl-thiooxid